5-chloro-N-(1-cyanocyclopropyl)-1-[5-(difluoromethyl)-1,3,4-thiadiazol-2-yl]-6-fluoro-imidazo[1,5-a]pyridine-7-sulfonamide ClC1=C(C(=CC=2N1C=NC2C=2SC(=NN2)C(F)F)S(=O)(=O)NC2(CC2)C#N)F